BrC=1NC2=CC=CC=C2C1CC1C(N2C(CCC2CC1)C1=CC=C(C=C1)O)=O 6-[(2-bromo-1H-indol-3-yl)methyl]hexahydro-3-(4-hydroxyphenyl)-5(1H)-indolizinone